C(C)(C)(C)OC(=O)N1CC=2N(CC1)N=CC2C2=CC(=CC=C2)C=2N=NN(N2)CC2=CC=C(C=C2)C=2OC(=NN2)C(F)F.C(=O)(C(=C)C)N2C(=NC1=C2C=CC=C1)C1=CC=CC=C1 N-methacryl-2-phenyl-benzimidazole tert-butyl-3-(3-(2-(4-(5-(difluoromethyl)-1,3,4-oxadiazol-2-yl)benzyl)-2H-tetrazol-5-yl)phenyl)-6,7-dihydropyrazolo[1,5-a]pyrazine-5(4H)-carboxylate